FC(C(=O)O)(F)F.COC1=NC=C(C=N1)N1CCOC2(C1)C=C(C(C(C2)(C)C)=O)C#N 4-(2-methoxypyrimidin-5-yl)-10,10-dimethyl-9-oxo-1-oxa-4-azaspiro[5.5]undec-7-ene-8-carbonitrile 2,2,2-trifluoroacetate